diethyl 3-butyl-2-isopropyl-2-cyano-succinate C(CCC)C(C(C(=O)OCC)(C#N)C(C)C)C(=O)OCC